N-(1-(azetidin-1-ylmethyl)cyclopropyl)-2-methyl-2-(m-tolyl)propanamide N1(CCC1)CC1(CC1)NC(C(C)(C=1C=C(C=CC1)C)C)=O